FC1=C(C=CC(=C1)F)S(=O)(=O)/C=C/CNC(=O)C=1C(NC=C(C1)C1=CC=CC=C1)=O N-[(2E)-3-(2,4-difluorobenzenesulfonyl)prop-2-en-1-yl]-2-oxo-5-phenyl-1,2-dihydropyridine-3-carboxamide